3-[[4-[(2R)-2-[(6-cyclopropylfuro[2,3-b]pyrazin-2-yl)methylamino]-3-isopropoxy-propoxy]-6-(2,6-dimethylphenyl)pyrimidin-2-yl]sulfamoyl]benzoic acid C1(CC1)C1=CC=2C(=NC=C(N2)CN[C@@H](COC2=NC(=NC(=C2)C2=C(C=CC=C2C)C)NS(=O)(=O)C=2C=C(C(=O)O)C=CC2)COC(C)C)O1